Morpholinoleate N1(CCOCC1)CCCCCCCC\C=C/CCCCCCCC(=O)[O-]